CC1=C(C=C(C(=O)NCC2=NC=C3C=CC(=NC3=C2)C2=NC(=CC=C2)N2CC3(CC3)[C@@H](CC2)NS(=O)(=O)C2=C(C=CC=C2)[N+](=O)[O-])C=C1)S(=O)(=O)C (R)-4-methyl-3-(methylsulfonyl)-N-((2-(6-(8-((2-nitrophenyl)sulfonamido)-5-azaspiro[2.5]octan-5-yl)pyridin-2-yl)-1,6-naphthyridin-7-yl)methyl)benzamide